N1C=NC2=C1C=C(C=C2)CN(C2=NC=C(C=C2)OCCOC2=CC(=CC=C2)N(C)C)CC2=CC(=CC=C2)OC N-((1H-benzo[d]imidazol-6-yl)methyl)-5-(2-(3-(dimethylamino)phenoxy)ethoxy)-N-(3-methoxybenzyl)pyridin-2-amine